3-bromo-5-(3-chloro-5-fluorophenoxy)-1-(1,1,1,3,3,3-hexadeuteroprop-2-yl)-1,2,4-triazole BrC1=NN(C(=N1)OC1=CC(=CC(=C1)F)Cl)C(C([2H])([2H])[2H])C([2H])([2H])[2H]